4-(4-(3,8-diazabicyclo[3.2.1]octan-3-yl)-6,8-difluoro-2-(2,5-diazaspiro[3.4]octan-2-yl)quinazolin-7-yl)naphthalen-2-ol C12CN(CC(CC1)N2)C2=NC(=NC1=C(C(=C(C=C21)F)C2=CC(=CC1=CC=CC=C21)O)F)N2CC1(C2)NCCC1